8-chloro-1-(3,3-difluorocyclobutyl)-5,6-dihydro-4H-[1,2,4]Triazolo[4,3-a][1]Benzazepin-5-amine ClC=1C=CC2=C(CC(CC=3N2C(=NN3)C3CC(C3)(F)F)N)C1